COC(=O)C=1C(=CC=C(C1N)N)C=1C(=CC=CC1)C(=O)OC diamino-[1,1'-biphenyl]-2,2'-dicarboxylic acid dimethyl ester